C(C)(C)NC1=NC=CC(=N1)N1C=2N(CCC1)N=C(C2)C#CC(C)(O)C=2SC=CN2 4-(4-(2-(isopropylamino)pyrimidin-4-yl)-4,5,6,7-tetrahydropyrazolo[1,5-a]pyrimidin-2-yl)-2-(thiazol-2-yl)but-3-yn-2-ol